CC(C)(C)S(=O)N=C(C)C1=C2C=NNC2=CC(=C1)C(F)(F)F 2-methyl-N-(1-(6-(trifluoromethyl)-1H-indazol-4-yl)ethylidene)propane-2-sulfinamide